C(C)(=O)OCC(=O)N(CC1=CC=CC=C1)CC=C 2-(allyl (benzyl) amino)-2-oxoethyl acetate